(2R)-2-{4-[(isopropylsulfonyl)amino]phenyl}propanamide 3,6-dichloro-2-(trichloromethyl)pyridineBenzyl-(2-(1-(3-Carbamoyl-6,7-Dimethoxyquinolin-4-yl)Piperidin-4-yl)Ethyl)Carbamate ClC=1C(NC(=CC1)Cl)(C1=CC=CC=C1CN(C(O)=O)CCC1CCN(CC1)C1=C(C=NC2=CC(=C(C=C12)OC)OC)C(N)=O)C(Cl)(Cl)Cl.C(C)(C)S(=O)(=O)NC1=CC=C(C=C1)[C@H](C(=O)N)C